CN(CCC(C)N(C)C)C 1,3-bis(dimethylamino)butane